8-chloro-1-(3,3-difluorotetrahydro-2H-pyran-4-yl)-2-[(5-methyl-1,2,4-Oxadiazol-3-yl)methyl]-1H-imidazo[4,5-c]Quinoline ClC1=CC=2C3=C(C=NC2C=C1)N=C(N3C3C(COCC3)(F)F)CC3=NOC(=N3)C